COC1=C(C=CC=C1)N(C=O)CCC(=O)O 3-[N-(2-Methoxyphenyl)formamido]propanoic Acid